allyl-(tertiary butyl)dimethyl-silicon C(C=C)[Si](C)(C)C(C)(C)C